FC(OC1=CC=C(S1)C(=O)O)F 5-(difluoromethoxy)-2-thiophenecarboxylic acid